(2,4-dicyclopropylphenyl)pyrrolidine C1(CC1)C1=C(C=CC(=C1)C1CC1)N1CCCC1